N1=C(C=NC=C1)N1CC(CCC1)N 1-(pyrazin-2-yl)hexahydropyridin-3-amine